5,7-Difluoro-1-(4-(4-(methoxymethyl)-4-methylpiperidin-1-yl)phenyl)-1H-indazol-6-ol FC=1C=C2C=NN(C2=C(C1O)F)C1=CC=C(C=C1)N1CCC(CC1)(C)COC